NC=1C2=C(N=CN1)C(=NC(=C2)N2[C@@H](CC2)COC)C=2C(=C(C=CC2C)O)C 3-(4-amino-6-((S)-2-(methoxymethyl)azetidin-1-yl)pyrido[3,4-d]pyrimidin-8-yl)-2,4-dimethylphenol